9-(4,4-difluorocyclohexyl)-2,3-dimethyl-7-[(2R,4S)-2-(2-methyl-4-pyridyl)tetrahydropyran-4-yl]pyrimido[1,2-b]pyridazin-4-one FC1(CCC(CC1)C=1C=2N(N=C(C1)[C@@H]1C[C@@H](OCC1)C1=CC(=NC=C1)C)C(C(=C(N2)C)C)=O)F